COCCC1=CC=CC=2SC3=CC=CC=C3NC12 (2-methoxyethyl)-10H-phenothiazine